CN(CCN(CCN(C)C)CCN(C)C)C tris(2-(dimethylamino)ethyl)amine